tert-butyl (S)-4-((3-(2,4-dioxo-3,4-dihydropyrimidin-1(2H)-yl) pyrazolo[1,5-a]pyridin-5-yl) methyl)-2-methylpiperazine-1-carboxylate O=C1N(C=CC(N1)=O)C=1C=NN2C1C=C(C=C2)CN2C[C@@H](N(CC2)C(=O)OC(C)(C)C)C